CN1C=2C(NC(=NC2NC=C1CNC1=CC=C(C(N[C@@H](CCC(=O)[O-])C(=O)O)=O)C=C1)N)=O L-5-methyl-5,8-dihydrofolate